NN1N=NC(=C1C1=CC=CC=C1)C1=CC=CC=C1 1-amino-4,5-diphenyl-1,2,3-triazole